C(C=C)(=O)N1[C@H](CN(CC1)C=1C2=C(N=C(N1)OC[C@H]1N(CCC1)C)C(=C(N=C2)C2=CC=CC=1CCCCC21)F)CC#N 2-((S)-1-acryloyl-4-(8-fluoro-2-(((S)-1-methylpyrrolidin-2-yl)methoxy)-7-(5,6,7,8-tetrahydronaphthalen-1-yl)pyrido[4,3-d]pyrimidin-4-yl)piperazin-2-yl)acetonitrile